OC1(C(NC2=CC=C(C=C12)OC)=O)C 3-hydroxy-5-methoxy-3-methyl-indolin-2-one